1-cyclopropyl-6-oxopyridine-3-carboxylic acid C1(CC1)N1C=C(C=CC1=O)C(=O)O